FC1=C(C(=NC=C1)C(C)NC(C1=CC(=CC(=C1)C(F)(F)F)C(F)(F)F)=O)N1N=CC(=C1)S(=O)(=O)C N-[1-[4-fluoro-3-(4-methylsulfonylpyrazol-1-yl)-2-pyridyl]ethyl]-3,5-bis(trifluoromethyl)benzamide